ClC1=NC=C(C(=N1)N1C=NC(=C1)C(=O)[O-])C 1-(2-chloro-5-methylpyrimidin-4-yl)-1H-imidazole-4-carboxylate